(2S)-2-amino-2-(3,5-dimethylphenyl)ethan-1-ol N[C@H](CO)C1=CC(=CC(=C1)C)C